C1(CCCC1)NC1=CC=NC=C1C(=O)NC1CCC(CC1)CC(C)(C)N1CCN(CC1)C1=CC=C(C=C1)C1C(NC(CC1)=O)=O 4-(cyclopentylamino)-N-((1r,4r)-4-(2-(4-(4-(2,6-dioxopiperidin-3-yl)phenyl)piperazin-1-yl)-2-methylpropyl)cyclohexyl)nicotinamide